OC([C@H](N)C(=O)O)CC β-hydroxy-norvaline